ClC=1C=C(C=CC1F)NC(N(CC(C)C)[C@@H](C)C1=CNC(C2=C(C(=CC=C12)F)F)=O)=O (S)-3-(3-chloro-4-fluorophenyl)-1-(1-(7,8-difluoro-1-oxo-1,2-dihydroisoquinolin-4-yl)ethyl)-1-isobutyl-urea